(ethyl)ethoxysilane C(C)[SiH2]OCC